C1(CC1)C1=NC=NC(=C1C=1N=CC2=C(N1)N(C1=C2C=CN=C1)C1CCC2=CC(=CC=C12)C=1N(C=C(N1)C(F)(F)F)C)OC 2-(4-cyclopropyl-6-methoxypyrimidin-5-yl)-9-(5-(1-methyl-4-(trifluoromethyl)-1H-imidazol-2-yl)-2,3-dihydro-1H-inden-1-yl)-9H-pyrido[4',3':4,5]pyrrolo[2,3-d]pyrimidine